C(C)(C)(C)OC(=O)O[C@@H]1[C@H]([C@H](N(C1)C(=O)OC(C)(C)C)CC1=CC=C(C=C1)OC)OC(=O)C1CCS(CC1)=O tert-butyl (2R,3S,4S)-4-[(tert-butoxycarbonyl)oxy]-2-[(4-methoxy phenyl)methyl]-3-(1-oxo-1lambda4-thiane-4-carbonyloxy)pyrrolidine-1-carboxylate